BrC1=CC(=C(C=C1)[C@H]1N([C@@H](CC2=C3C(=CC=C12)N(N=C3)C3OCCCC3)C)CC(C)(F)F)OC (6S,8R)-6-(4-bromo-2-methoxyphenyl)-7-(2,2-difluoropropyl)-8-methyl-3-(tetrahydro-2H-pyran-2-yl)-6,7,8,9-tetrahydro-3H-pyrazolo[4,3-f]isoquinoline